N,N,1-trimethyl-1H-pyrrole-2-carboxamide CN(C(=O)C=1N(C=CC1)C)C